2-((1R,4R,7R)-7-amino-2-azabicyclo[2.2.1]heptan-2-yl)-5-(3-chloro-4-fluoro-2-methyl-2H-indazol-5-yl)-3-methyl-3,7-dihydro-4H-pyrrolo[2,3-d]pyrimidin-4-one N[C@H]1[C@@H]2N(C[C@H]1CC2)C=2N(C(C1=C(N2)NC=C1C1=C(C2=C(N(N=C2C=C1)C)Cl)F)=O)C